P(=O)([O-])([O-])O.[K+].[K+] potassium hydrophosphate